5-chloro-1-(piperidin-4-yl)-1H-benzo[d]imidazol-2(3H)-one ClC1=CC2=C(N(C(N2)=O)C2CCNCC2)C=C1